[Si](C1=CC=CC=C1)(C1=CC=CC=C1)(C(C)(C)C)OCCCC(CS)O 5-((tert-butyldiphenylsilyl)oxy)-1-mercaptopentan-2-ol